COS(=O)(=O)[O-].C(CCCCCCCCCCCCCCCCCCCCC)[N+](C)(C)C Behenyl-trimethyl-ammonium methyl-sulfate